NC=1C2=C(N=CN1)N(C(=C2C2=CC(=C(C(=O)NCC(C)C)C=C2)OC)C2=CC=C(C=C2)NC(C(=C)C)=O)C 4-(4-amino-6-(4-methacrylamidophenyl)-7-methyl-7H-pyrrolo[2,3-d]pyrimidin-5-yl)-N-isobutyl-2-methoxybenzamide